C(C=C)(=O)N1[C@@H]2CN([C@@H]2CC1)C1=C(C(=NC2=CC(=C(C=C12)Cl)C1=CC=CC2=CC=C(C(=C12)Cl)F)OCC12CCCN2CCC1)CC#N 4-((1R,5R)-2-acryloyl-2,6-diazabicyclo[3.2.0]hept-6-yl)-6-chloro-7-(8-chloro-7-fluoronaphthalen-1-yl)-2-((tetrahydro-1H-pyrrolizin-7a(5H)-yl)methoxy)quinoline-3-acetonitrile